2-(4-chloro-3-fluoro-phenoxy)acetamide ClC1=C(C=C(OCC(=O)N)C=C1)F